benzyl ((4-amino-1-(4-(1-(tetrahydro-2H-pyran-4-yl)ureido)butyl)-1H-imidazo[4,5-c]quinolin-2-yl)methyl)(ethyl)carbamate NC1=NC=2C=CC=CC2C2=C1N=C(N2CCCCN(C(=O)N)C2CCOCC2)CN(C(OCC2=CC=CC=C2)=O)CC